ClC1=CC=C2C[C@@H](C3(CCN(CC3)CCOC3=CC4=C(N(C=N4)C4CC(C4)(C)O)C(=C3)C(F)(F)F)C2=C1)O |o1:6| (S or R)-6-chloro-1'-(2-{1-[(cis)-3-hydroxy-3-methylcyclobutyl]-7-(trifluoromethyl)-1H-1,3-benzimidazol-5-yloxy}ethyl)spiro[indan-1,4'-piperidin]-2-ol